Ethyl 2-(4-fluorophenyl)-2H-1,2,3-triazole-4-carboxylate Ethyl-2-[(4-fluorophenyl)hydrazono]-3-(hydroxyimino)propanoate C(C)OC(C(C=NO)=NNC1=CC=C(C=C1)F)=O.FC1=CC=C(C=C1)N1N=CC(=N1)C(=O)OCC